tert-butyl 6-(5-(2-(1-(6,7-dihydro-5H-pyrrolo[1,2-c]imidazol-1-yl)-2-oxo-2-(thiazol-2-ylamino)ethyl)-7-fluoro-2H-indazol-6-yl)pyridin-2-yl)-2,6-diazaspiro[3.3]heptane-2-carboxylate C1(=C2N(C=N1)CCC2)C(C(NC=2SC=CN2)=O)N2N=C1C(=C(C=CC1=C2)C=2C=CC(=NC2)N2CC1(CN(C1)C(=O)OC(C)(C)C)C2)F